CC1=NN2C(N=CC=C2C2CN(CCC2)CC=2C=NC(=CC2)C(F)(F)F)=C1CNCC1CCOCC1 1-(2-Methyl-7-(1-((6-(trifluoromethyl)pyridin-3-yl)methyl)piperidin-3-yl)pyrazolo[1,5-a]pyrimidin-3-yl)-N-((tetrahydro-2H-pyran-4-yl)methyl)methanamine